2-isopropoxy-5-methyl-4-(pyridine-4-yl)aniline C(C)(C)OC1=C(N)C=C(C(=C1)C1=CC=NC=C1)C